8-((3S,4R)-3-((tert-butyldimethylsilyl)oxy)-1-methylpiperidin-4-yl)-2-(2-chlorophenyl)-5,7-dihydroxy-4H-chromen-4-one [Si](C)(C)(C(C)(C)C)O[C@@H]1CN(CC[C@@H]1C=1C(=CC(=C2C(C=C(OC12)C1=C(C=CC=C1)Cl)=O)O)O)C